2-(3-chlorophenyl)-2-methyl-1-(m-tolyl)propan-1-ol ClC=1C=C(C=CC1)C(C(O)C=1C=C(C=CC1)C)(C)C